OCCN1CCC(CC1)CN1C(N(C(C2=C1SC(=C2)S(=O)(=O)NC2(CC2)C)=O)CC=2C=NN(C2)C)=O 1-((1-(2-Hydroxyethyl)piperidine-4-yl)methyl)-3-((1-methyl-1H-pyrazole-4-yl)methyl)-N-(1-methylcyclopropyl)-2,4-dioxo-1,2,3,4-tetrahydrothieno[2,3-d]pyrimidin-6-sulfonamide